C1(=CC=CC2=CC=CC=C12)N(C1=CC=CC=C1)C1=CC=C(C=C1)C1=CC=C(C=C1)N(C1=CC=CC2=CC=CC=C12)C1=CC=CC=C1 4,4'-bis{N-(1-naphthyl)-N-phenylamino}biphenyl